N-(tert-butyl)-3-((2-((4-(4-(8-((2-(2,6-dioxopiperidin-3-yl)-1,3-dioxoisoindolin-5-yl)amino)octanoyl)piperazin-1-yl)phenyl)amino)-5-methylpyrimidin-4-yl)amino)benzenesulfonamide C(C)(C)(C)NS(=O)(=O)C1=CC(=CC=C1)NC1=NC(=NC=C1C)NC1=CC=C(C=C1)N1CCN(CC1)C(CCCCCCCNC=1C=C2C(N(C(C2=CC1)=O)C1C(NC(CC1)=O)=O)=O)=O